C(CCC)[Sn](SCCCCCCCCCCCC)(SCCCCCCCCCCCC)CCCC di-n-butyl-bis(dodecylthio)tin